CN1N=CC=C1OCC1N(CCC1)C1=CC=C2C(C(=CNC2=C1)C(=O)O)=O 7-(2-(((1-methyl-1H-pyrazol-5-yl)oxy)methyl)pyrrolidin-1-yl)-4-oxo-1,4-dihydroquinoline-3-carboxylic acid